C(#N)C=1C=CC(=C(C1)NS(=O)(=O)C=1C=C(C(=O)O)C=CC1C1CC1)C=1N=CSC1 3-(N-(5-cyano-2-(thiazol-4-yl)phenyl)sulfamoyl)-4-cyclopropylbenzoic Acid